C(CC)(=O)[O-].C(CC)(=O)[O-].C(CC)(=O)[O-].[K+].[K+].[K+] potassium tripropionate